CC=1C=C(C(C(=O)OC(C(C)(C)C)C(C)(C)C)=CC1C)C(=O)[O-] tert-butyl-neopentyl 4,5-dimethylphthalate